6-chloro-2-(4-trifluoromethyl-pyridin-2-yl)-3H-pyrido[3,4-d]pyrimidin-4-one ClC1=CC2=C(N=C(NC2=O)C2=NC=CC(=C2)C(F)(F)F)C=N1